N-(2,6-dimethylphenyl)-2-(piperidin-1-yl)Acetamide CC1=C(C(=CC=C1)C)NC(=O)CN2CCCCC2